C(C)(C)(C)OC(NC1CC2=CC=C(C=C2C1)B1OC(C(O1)(C)C)(C)C)=O tert-butyl-(5-(4,4,5,5-tetramethyl-1,3,2-dioxaborolan-2-yl)-2,3-dihydro-1H-inden-2-yl)carbamate